NC1=C(C=C(C(=C1)O)OC)C(=O)N1[C@@H](CCC1)CO[Si](C)(C)C(C)(C)C (S)-(2-amino-4-hydroxy-5-methoxyphenyl)(2-(((tert-butyldimethyl-silyl)oxy)methyl)pyrrolidin-1-yl)methanone